(1-(4-(quinolin-3-yl-2-d)pyrimidin-2-yl)piperidin-4-yl)methylamine N1=C(C(=CC2=CC=CC=C12)C1=NC(=NC=C1)N1CCC(CC1)CN)[2H]